8-(1-(2-Hydroxy-2-methylpropyl)-1H-pyrazol-4-yl)-4-(isoxazol-3-yl)-1-(4-methoxybenzyl)-1,3-dihydro-2H-benzo[b]azepin-2-one OC(CN1N=CC(=C1)C=1C=CC2=C(N(C(CC(=C2)C2=NOC=C2)=O)CC2=CC=C(C=C2)OC)C1)(C)C